5-chloro-2-(4,4-difluoro-3-methylpiperidin-1-yl)quinoline-3-carboxamide ClC1=C2C=C(C(=NC2=CC=C1)N1CC(C(CC1)(F)F)C)C(=O)N